(2R,4R)-6-chloro-4-hydroxy-N-(3-{4-[3-(trifluoromethoxy)propoxy]-1H-pyrazol-1-yl}bicyclo[1.1.1]pentan-1-yl)-3,4-dihydro-2H-1-benzopyran-2-carboxamide ClC=1C=CC2=C([C@@H](C[C@@H](O2)C(=O)NC23CC(C2)(C3)N3N=CC(=C3)OCCCOC(F)(F)F)O)C1